ClC=1C=C(C=CC1)CCC=1C(=NC=CC1)C#N (3-chlorophenyl-ethyl)-2-cyanopyridine